NC1CN(CC(C1)C(F)(F)F)C1=CC=C(C=2N=CC=NC12)C#N 8-(3-amino-5-(trifluoromethyl)piperidin-1-yl)quinoxaline-5-carbonitrile